(S)-6-Fluoro-4-(4-fluorophenyl)-N-(1-isopropylpyrrolidin-3-yl)-3,4-dihydroquinoxaline FC=1C=C2N(CCN(C2=CC1)[C@@H]1CN(CC1)C(C)C)C1=CC=C(C=C1)F